OC1=C(C=CC=C1)C1=C(C=C(C=C1)Cl)F hydroxy-4'-chloro-2'-fluoro-[1,1'-biphenyl]